benzyl 3-iodoazetidine-1-carboxylate IC1CN(C1)C(=O)OCC1=CC=CC=C1